C(C)N(C(C1=C(C=CC=C1)I)=O)CC N,N-diethyl-2-iodobenzamide